C(CCCCC(=O)O)(=O)O.C(CCC)(=O)OOC(C)(C)C.C(CCC)(OOC(C)(C)C)=O di-tert-butyl diperoxybutyrate adipate